4,5-Difluoro-2-iodobenzoic acid FC1=CC(=C(C(=O)O)C=C1F)I